4-(2-(1,3-Dioxoisoindolin-2-yl)ethyl)piperazine-1-carboxylic acid benzyl ester C(C1=CC=CC=C1)OC(=O)N1CCN(CC1)CCN1C(C2=CC=CC=C2C1=O)=O